CN(S(=O)(=O)N(CC(=O)N1CC2(CC2)C[C@H]1C(=O)N[C@@H](C[C@H]1C(NCC1)=O)C(COC(F)(F)F)=O)C)C (S)-5-(N-(N,N-dimethylsulfamoyl)-N-methylglycyl)-N-((S)-3-oxo-1-((S)-2-oxopyrrolidin-3-yl)-4-(trifluoromethoxy)butan-2-yl)-5-azaspiro[2.4]heptane-6-carboxamide